ClC=1C(=CC(=NC1)C)C(C)C 5-Chloro-4-isopropyl-2-methyl-pyridine